1-dodecyl-2-ethylbenzimidazole C(CCCCCCCCCCC)N1C(=NC2=C1C=CC=C2)CC